N1=NC(=CC=C1)C1CCC(CC1)N1N=C2C=CC(=CC2=C1)C(=O)N 2-(4-(pyridazin-3-yl)cyclohexyl)-2H-indazole-5-carboxamide